δ-alanine C[C@H](C(=O)O)N